3,6-bis(4-(4-aminobenzamido)phenoxy)benzonorbornane NC1=CC=C(C(=O)NC2=CC=C(OC3C4C5=C(C3CC4)C=C(C=C5)OC5=CC=C(C=C5)NC(C5=CC=C(C=C5)N)=O)C=C2)C=C1